2,6-dicyclohexylpyridine C1(CCCCC1)C1=NC(=CC=C1)C1CCCCC1